CC1=C(C(=O)P(OC2=CC=CC=C2)OC2=CC=CC=C2)C(=CC(=C1)C)C 2,4,6-trimethylbenzoyl-diphenoxyphosphorus